methyl 5-pyridazin-4-yl-2-(2-trimethylsilylethoxymethyl)pyrazole-3-carboxylate N1=NC=C(C=C1)C=1C=C(N(N1)COCC[Si](C)(C)C)C(=O)OC